NC=1C=C(C=C(C1)C(F)(F)F)[C@@H](C)NC=1C2=C(N=CN1)N=C(C(=C2)OCCOC)OC (R)-N-(1-(3-amino-5-(trifluoromethyl)phenyl)ethyl)-7-methoxy-6-(2-methoxyethoxy)pyrido[2,3-d]pyrimidin-4-amine